4-tertButylcyclohexanol C(C)(C)(C)C1CCC(CC1)O